NC1=NC(=C2N(C(N(C2=N1)[C@@H]1O[C@@H](C[C@H]1O)[C@H](CC)O)=O)CC1CC1)OC 2-amino-7-(cyclopropylmethyl)-9-((2R,3R,5S)-3-hydroxy-5-((S)-1-hydroxypropyl)tetrahydrofuran-2-yl)-6-methoxy-7,9-dihydro-8H-purin-8-one